4-(6,7-dimethoxyquinazolin-4-yl)-1,4-diazepane-1-sulfonamide methanesulfonate CS(=O)(=O)O.COC=1C=C2C(=NC=NC2=CC1OC)N1CCN(CCC1)S(=O)(=O)N